C(C)(C)(C)OC(=O)N1CCC(CC1)C([2H])([2H])OC1=NC=CC(=C1)C#N 4-(((4-cyanopyridin-2-yl)oxy)methyl-d2)Piperidine-1-carboxylic acid tert-butyl ester